(S)-3-(benzylamino)-6-fluoro-5-(1-(2-fluorophenyl)ethyl)-4H-benzo[e][1,2,4]thiadiazine 1,1-dioxide C(C1=CC=CC=C1)NC1=NS(C2=C(N1)C(=C(C=C2)F)[C@@H](C)C2=C(C=CC=C2)F)(=O)=O